6-chloro-N-cyclopentyl-1-((2-(trimethylsilyl)ethoxy)methyl)-1H-pyrrolo[2,3-b]pyridin-4-amine ClC=1C=C(C2=C(N1)N(C=C2)COCC[Si](C)(C)C)NC2CCCC2